ClC=1C=NC=CC1C(C(=O)N[C@H](C(=O)O)CCN(CCCCC1=NC=2NCCCC2C=C1)C[C@@H](CF)OC)(C)C (S)-2-(2-(3-chloropyridin-4-yl)-2-methylpropanamido)-4-(((S)-3-fluoro-2-methoxypropyl)(4-(5,6,7,8-tetrahydro-1,8-naphthyridin-2-yl)butyl)amino)butanoic acid